2-((2,3-dihydrobenzofuran-7-yl)methyl)azepane O1CCC2=C1C(=CC=C2)CC2NCCCCC2